C(C(O)C)(=O)[O-] Anti-lactate